BrC(C=O)=CC1=CC=CC=C1 alpha-bromocinnamaldehyde